ClC=1C(=C2C(N(CN(C2=CC1)C1=C(C=C(C=C1)F)C)C1=CC(=NC=C1)C(=O)N)=O)F 4-(6-chloro-5-fluoro-1-(4-fluoro-2-methylphenyl)-4-oxo-1,4-dihydro-quinazolin-3(2H)-yl)pyridine-2-carboxamide